4-Hydroxy-1,6-dimethyl-2-oxo-N-(2-pyridyl)-6,7-dihydro-5H-cyclopenta[b]pyridine-3-carboxamide OC=1C2=C(N(C(C1C(=O)NC1=NC=CC=C1)=O)C)CC(C2)C